ethyl 3-(3-chlorophenyl)-3-hydroxypropionate ClC=1C=C(C=CC1)C(CC(=O)OCC)O